C1(CC1)C(C)N1C(C=2C(=NC=CC2C1)OC([2H])([2H])[2H])=O 2-(1-cyclopropylethyl)-4-(methoxy-d3)-1,2-dihydro-3H-pyrrolo[3,4-c]Pyridin-3-one